pyrrolidin-3-ol formate C(=O)OC1CNCC1